CC1=C(C(=O)P(C2=CC=CC=C2)(OCC)=O)C(=CC(=C1)C)C (2,4,6-trimethylbenzoyl)ethoxyphenylphosphine oxide